C(C)(C)(C)NN 2-(tert-butyl)hydrazine